CC(C(=O)N1C(CCCC1)C=1NC(=CN1)C1=CC=C(C=C1)C)C=C 2-methyl-1-(2-(5-p-tolyl-1H-imidazol-2-yl)piperidin-1-yl)but-3-en-1-one